1,4-bis-(2,3-epoxypropoxy)butane C(C1CO1)OCCCCOCC1CO1